N-Boc-4-cyano-1-oxo-1,3-dihydrospiro[indene-2,4'-piperidine] C(=O)(OC(C)(C)C)N1CCC2(CC1)C(C1=CC=CC(=C1C2)C#N)=O